2-(3-chlorophenyl)-2-({4-[(2-imino-4-methyl-2,3-dihydro-1,3-oxazol-3-yl)methyl]-1H-1,3-benzodiazol-2-yl}amino)propan-1-ol ClC=1C=C(C=CC1)C(CO)(C)NC1=NC2=C(N1)C=CC=C2CN2C(OC=C2C)=N